3-(3-hydroxy-4-pivaloyloxybenzyl)-2,5-diketomorpholine OC=1C=C(CC2NC(COC2=O)=O)C=CC1OC(C(C)(C)C)=O